methylarsenic acid CO[As](O)(O)=O